(R)-4-(3H-[1,2,3]triazolo[4,5-b]pyridin-3-yl)-2-fluoro-N-(6-(2-oxo-1,2-dihydropyridin-4-yl)isoquinolin-1-yl)-N-(piperidin-3-yl)benzamide N1=NN(C2=NC=CC=C21)C2=CC(=C(C(=O)N([C@H]1CNCCC1)C1=NC=CC3=CC(=CC=C13)C1=CC(NC=C1)=O)C=C2)F